8-chloro-4-(2-(2,2-difluoroethyl)-2,8-diazaspiro[4.5]decan-8-yl)-2-(pyridin-4-yl)pyrido[3,4-d]pyrimidine ClC1=NC=CC2=C1N=C(N=C2N2CCC1(CCN(C1)CC(F)F)CC2)C2=CC=NC=C2